C12(C(CC(CC1)C2)N)N norbornandiamin